1-(4-chloro-3-fluorophenyl)-N-{3-[4-(difluoromethyl)-6-oxo-1,6-dihydropyrimidin-2-yl]-2-fluoro-4-(trifluoromethyl)benzyl}piperidine-4-carboxamide ClC1=C(C=C(C=C1)N1CCC(CC1)C(=O)NCC1=C(C(=C(C=C1)C(F)(F)F)C=1NC(C=C(N1)C(F)F)=O)F)F